C1OC2=CC=C(C=C2OC1)S 4-ethylenedioxythiophenol